C(C)(C)(C)OC(=O)N1C(C2=NN(C(=C2C1)C1=C(C=C(C(=C1)F)NC(=O)N)F)C1=C(C=CC=C1CC)CC)(C)C 2-(2,6-diethylphenyl)-3-(2,5-difluoro-4-ureidophenyl)-6,6-dimethyl-2,6-dihydropyrrolo[3,4-c]Pyrazole-5(4H)-carboxylic acid tert-butyl ester